6-bromo-1-(propan-2-yl)-1H-imidazo[4,5-b]pyridine BrC=1C=C2C(=NC1)N=CN2C(C)C